(2S)-2-[methyl(phenylsulfonyl)amino]-N,N-bis(2-thienylmethyl)hexanamide CN([C@H](C(=O)N(CC=1SC=CC1)CC=1SC=CC1)CCCC)S(=O)(=O)C1=CC=CC=C1